CN1CC(C1)(C)[C@@](C=1C=C(C=NC1)C1=NOC(=N1)[C@@H]1CC[C@H](CC1)NC(C)=O)(C1=CC=C(C=C1)C(C)C)O trans-N-[4-(3-{5-[(R)-(1,3-Dimethyl-azetidin-3-yl)-hydroxy-(4-isopropyl-phenyl)-methyl]-pyridin-3-yl}-[1,2,4]oxadiazol-5-yl)-cyclohexyl]-acetamide